O=C1[C@@H]2CC[C@@H]2CN1C(=O)OC(C)(C)C tert-butyl (1R,5S)-2-oxo-3-azabicyclo[3.2.0]heptane-3-carboxylate